ClC1=C(C=CC(=C1)F)[C@H](C)NC(=O)C=1C=C2CN(C(C2=CC1)=O)C1C(NC(CC1)=O)=O N-((S)-1-(2-chloro-4-fluorophenyl)ethyl)-2-(2,6-dioxopiperidin-3-yl)-1-oxoisoindoline-5-carboxamide